C(#N)C(C)(C)N=NC(C#N)(C)C 2-[2-(1-cyano-1-methylethyl)diazen-1-yl]-2-methylpropanenitrile